ClC1=NC=C(C(=C1)C1CNCCC12CCN(CC2)C)C#CC=2C=NN(C2)C(F)F (2-chloro-5-((1-(difluoromethyl)-1H-pyrazol-4-yl)ethynyl)pyridin-4-yl)-9-methyl-3,9-diazaspiro[5.5]undecane